C1(CC1)C1=C(C=CC(=C1)F)N(C1=CC=C(C2=NON=C21)[N+](=O)[O-])C=2SC=CN2 N-(2-cyclopropyl-4-fluorophenyl)-7-nitro-N-(thiazol-2-yl)benzo[c][1,2,5]oxadiazol-4-amine